C(C)(C)=C1CC=C(CC1)COC(C1=CC(=CC(=C1)[N+](=O)[O-])[N+](=O)[O-])=O 3,5-dinitrobenzoic acid 4-isopropylidene-cyclohex-1-enylmethyl ester